[(4-nitro-1H-pyrazol-1-yl)methyl]pyridine [N+](=O)([O-])C=1C=NN(C1)CC1=NC=CC=C1